C(N)(OC=1C(=C(C2=C(N(C(=N2)C(F)F)C2=NC(=NC(=N2)N2CCOCC2)N2COCC2)C1)OC)C(C)(C)C)=O (tert-butyl 2-(difluoromethyl)-4-methoxy-1-(4-morpholinyl-6-(1,3-oxazolidin-3-yl)-1,3,5-triazin-2-yl)-1H-benzo[d]imidazol-6-yl) carbamate